ethyl 2-(2-((5-bromo-2-(1-hydroxyethyl)benzofuran-3-yl)methoxy)-4-methoxyphenyl)acetate BrC=1C=CC2=C(C(=C(O2)C(C)O)COC2=C(C=CC(=C2)OC)CC(=O)OCC)C1